tert-butyl 4-[(3R)-3-hydroxybutyl]piperidine-1-carboxylate O[C@@H](CCC1CCN(CC1)C(=O)OC(C)(C)C)C